tert-Butyl (S)-2-(aminomethyl)pyrrolidine-1-carboxylate NC[C@H]1N(CCC1)C(=O)OC(C)(C)C